BrC=1C=C(OC=2C(=C3C=CN(C3=CC2F)S(=O)(=O)C2=CC=C(C)C=C2)C)C=CC1F 5-(3-bromo-4-fluorophenoxy)-6-fluoro-4-methyl-1-tosyl-1H-indole